tert-butyl 4-((6-(2-allyl-3-oxo-6-(m-tolylamino)-2,3-dihydro-1H-pyrazolo[3,4-d]pyrimidin-1-yl)pyridin-2-yl)oxy)piperidine-1-carboxylate C(C=C)N1N(C2=NC(=NC=C2C1=O)NC=1C=C(C=CC1)C)C1=CC=CC(=N1)OC1CCN(CC1)C(=O)OC(C)(C)C